N-(2-(4-((4-(2-acetyl-5-fluoro-1H-indol-3-yl)-1H-1,2,3-triazol-1-yl)methyl)piperidin-1-yl)ethyl)-2'-fluoro-[1,1'-biphenyl]-4-sulfonamide C(C)(=O)C=1NC2=CC=C(C=C2C1C=1N=NN(C1)CC1CCN(CC1)CCNS(=O)(=O)C1=CC=C(C=C1)C1=C(C=CC=C1)F)F